O[C@@H]1C[C@H](N(C1)C([C@H](C(C)(C)C)NC(COCCOCCOCCOCCOCCOCC(=O)N[C@H](C(N1[C@@H](C[C@H](C1)O)C(NCC1=CC=C(C=C1)C1=C(N=CS1)C)=O)=O)C(C)(C)C)=O)=O)C(NCC1=CC=C(C=C1)C1=C(N=CS1)C)=O N1,N20-bis((S)-1-((2S,4R)-4-hydroxy-2-((4-(4-methylthiazol-5-yl)benzyl)carbamoyl)pyrrolidin-1-yl)-3,3-dimethyl-1-oxobutan-2-yl)-3,6,9,12,15,18-hexaoxaicosanediamide